4-[4-fluoro-4-(methylsulfanyl-methyl)-1-piperidinyl]8-methoxy-quinazoline FC1(CCN(CC1)C1=NC=NC2=C(C=CC=C12)OC)CSC